O=C1NC(CCC1N1C(C2=CC=CC(=C2C1=O)SCCCCCCC(=O)O)=O)=O 7-((2-(2,6-dioxopiperidin-3-yl)-1,3-dioxoisoindoline-4-yl)thio)heptanoic acid